BrC1=C(C=C(C=C1)S(=O)(=O)N1[C@@H](CC1)CO)C (S)-(1-((4-bromo-3-methylphenyl)sulfonyl)azetidin-2-yl)methanol